BrC1=CC=C(C=C1)C1=NN=C(O1)CN1CCC2(CC1)OC1=CC=CC=C1C(C2)=O 1'-((5-(4-bromophenyl)-1,3,4-oxadiazol-2-yl)methyl)spiro[chromane-2,4'-piperidin]-4-one